2-(6'-fluoro-[3,3'-bipyridin]-2-yl)benzo[d]isothiazol-3(2H)-one FC1=CC=C(C=N1)C=1C(=NC=CC1)N1SC2=C(C1=O)C=CC=C2